FC(S(=O)(=O)N[C@H](COC1=CC(=CS1)C(=O)O)C)(F)F 5-[(2S)-2-(trifluoromethylsulfonylamino)propoxy]thiophene-3-carboxylic acid